1-[(2R,3R,4S,5R)-4-benzyloxy-5-(benzyloxymethyl)-3-hydroxy-5-(hydroxymethyl)-tetrahydrofuran-2-yl]-5-methyl-pyrimidine-2,4-dione C(C1=CC=CC=C1)O[C@H]1[C@H]([C@@H](O[C@]1(CO)COCC1=CC=CC=C1)N1C(NC(C(=C1)C)=O)=O)O